O1C(CCCC1)OC=1C=C(C2=CC=CC=C2C1)C=O 3-((tetrahydro-2H-pyran-2-yl)oxy)-1-naphthaldehyde